2-fluoro-4-(6-(3-fluoro-4-methoxyphenyl)-2-(4-isopropylpiperazin-1-yl)-1-methyl-1H-imidazo[4,5-b]pyrazin-5-yl)benzonitrile FC1=C(C#N)C=CC(=C1)C=1N=C2C(=NC1C1=CC(=C(C=C1)OC)F)N(C(=N2)N2CCN(CC2)C(C)C)C